8-(1,3-dimethyl-1H-pyrazol-5-yl)-5-(((5-fluoro-2,3-dihydrobenzofuran-4-yl)methyl)amino)imidazo[1,2-c]pyrimidine-2-carboxylic acid CN1N=C(C=C1C=1C=2N(C(=NC1)NCC1=C(C=CC3=C1CCO3)F)C=C(N2)C(=O)O)C